C1(=C2C=3C=CC=CC3C3=C(C2=C(C(=C1C#N)C#N)C#N)C(=C(N=C3)C#N)C#N)C#N Azabenzophenanthrene-hexacarbonitrile